FC(C12CC(C1)(C2)C2=NC(=CN1C2=NC(=C(C1=O)C)C)[C@H]1C[C@H](OCC1)C1=CN(C(C=C1)=O)C)F 9-[3-(difluoromethyl)-1-bicyclo[1.1.1]pentanyl]-7-[(2S,4R)-2-(6-keto-1-methyl-3-pyridyl)tetrahydropyran-4-yl]-2,3-dimethyl-pyrazino[1,2-a]pyrimidin-4-one